C(C=C)(=O)N1CC2C(C=3C(=CC=CC13)C1=C3C(=C(NC3=C(C=C1F)C(=O)N)C)C)C2 4-(3-acryloyl-1a,2,3,7b-tetrahydro-1H-cyclopropa[c]quinolin-7-yl)-5-fluoro-2,3-dimethyl-1H-indole-7-carboxamide